6-(2-(5-fluoro-1H-indol-3-yl)acetyl)-2-(1-phenylcyclopropyl)-5,6,7,8-tetrahydropyrido[4,3-d]pyrimidin-4(3H)-one FC=1C=C2C(=CNC2=CC1)CC(=O)N1CC2=C(N=C(NC2=O)C2(CC2)C2=CC=CC=C2)CC1